O=C1NC(CCC1OC1=CC=C(C=C1)C1CCN(CC1)CC(=O)N1CCN(CC1)C1=CC=C(C=N1)C=1C=C2C(=NC1)NC=C2C(C2=C(C(=CC=C2F)NS(N(C)CC)(=O)=O)F)=O)=O 5-[6-[4-[2-[4-[4-[(2,6-dioxo-3-piperidyl)oxy]phenyl]-1-piperidyl]acetyl]piperazin-1-yl]-3-pyridyl]-3-[3-[[ethyl(methyl)sulfamoyl]amino]-2,6-difluoro-benzoyl]-1H-pyrrolo[2,3-b]pyridine